boric acid, potassium salt [K+].B([O-])([O-])[O-].[K+].[K+]